N,N-dimethyl-2-[[[(methylamino)carbonyl]oxy]imino]-2-(methylthio)acetamide CN(C(C(SC)=NOC(=O)NC)=O)C